CCCCO The molecule is a primary alcohol that is butane in which a hydrogen of one of the methyl groups is substituted by a hydroxy group. It it produced in small amounts in humans by the gut microbes. It has a role as a protic solvent, a human metabolite and a mouse metabolite. It is a primary alcohol and an alkyl alcohol.